OC1=CC(=CC=2NC(OC21)=O)NC(OC(C)(C)C)=O Tert-butyl N-(7-hydroxy-2-oxo-3H-1,3-benzoxazol-5-yl)carbamate